2,8,8,11-tetramethyl-2-(2-methylprop-1-en-1-yl)-5-pentyl-8a,9,10,12a-tetrahydro-4H,8H-benzo[c][1,3]dioxino[4,5-f]chromen-4-one CC1(OC(C=2C(=C3C4C(C(OC3=CC2CCCCC)(C)C)CCC(=C4)C)O1)=O)C=C(C)C